(trans)-4-(hydroxymethyl)-4-[3-(2-methoxyethoxy)phenyl]-2-methylpiperidine-1-carboxylic acid OC[C@]1(C[C@@H](N(CC1)C(=O)O)C)C1=CC(=CC=C1)OCCOC